4-(6-fluorobenzo[d]oxazol-2-yl)-6,7-dihydro-1H-imidazo[4,5-c]pyridin FC1=CC2=C(N=C(O2)C2=NCCC3=C2N=CN3)C=C1